CC(CC(=O)O[C@H]1[C@H]([C@H](O[C@H]([C@@H]1O)O[C@H]2[C@@H]([C@H](O[C@H]([C@@H]2O)O[C@@H]3[C@H](O[C@H]([C@@H]([C@H]3O)O)O[C@@H]4[C@H](O[C@H]([C@@H]([C@H]4O)O)OC[C@@H]5[C@H]([C@@H]([C@H]([C@H](O5)O)OC(=O)C)O)O[C@H]6[C@@H]([C@H]([C@@H]([C@H](O6)CO)O[C@H]7[C@@H]([C@H]([C@@H]([C@H](O7)C(=O)[O-])O[C@H]8[C@@H]([C@H]([C@@H]([C@H](O8)C(=O)[O-])O)O)O)O)OC(=O)C)O)O)CO)CO)CO)O)CO)O)O The molecule is a branched polysaccharide acid oxoanion comprised of an octasaccharide repeating unit consisting of a backbone of two glucose and two glucuronate residues, and a side chain of three glucose and one galactose residues. The octasaccharide is modified by two non-stoichiometric O-acetyl groups and one non-stoichiometric hydroxybutanoyl group. Note that the structure shown and its molfile represent only one of the possible substitution patterns.